4-(3-fluorobenzyl)-N-hydroxy-3-oxo-3,4-dihydro-2H-benzo[b][1,4]oxazine-6-carboxamide FC=1C=C(CN2C3=C(OCC2=O)C=CC(=C3)C(=O)NO)C=CC1